FC(CN1C(=NC2=C1C=C(C=C2)C2=CNC=1N=C(N=C(C12)OC)NC1CC(C1)(C)NC(C)=O)C)F N-((1r,3r)-3-((5-(1-(2,2-difluoroethyl)-2-methyl-1H-benzo[d]imidazol-6-yl)-4-methoxy-7H-pyrrolo[2,3-d]pyrimidin-2-yl)amino)-1-methylcyclobutyl)acetamide